2-(4-chloro-3-fluorophenoxy)-N-[(3s,6r)-6-[5-(trifluoromethoxy)-2,3-dihydro-1H-isoindole-2-carbonyl]piperidin-3-yl]acetamide ClC1=C(C=C(OCC(=O)N[C@@H]2CN[C@H](CC2)C(=O)N2CC3=CC=C(C=C3C2)OC(F)(F)F)C=C1)F